22-(benzenesulfonyl)-16-fluoro-5-(4-methylpiperazin-1-yl)-7,11-dioxa-4,19,22,23-tetraazapentacyclo[16.5.2.12,6.012,17.021,24]hexacosa-1(23),2(26),3,5,12,14,16,18,20,24-decaene C1(=CC=CC=C1)S(=O)(=O)N1C2=CN=C3C4=C(C=CC=C4OCCCOC4=C(N=CC(C(=N1)C2=C3)=C4)N4CCN(CC4)C)F